C(#N)C=1C(=NN2C1NCCC2C2=C(C=CC=C2)NC(OCC2=CC=CC=C2)=O)C2=CC=C(C=C2)OC2=CC=C(C=C2)F benzyl 2-(3-cyano-2-(4-(4-fluorophenoxy)phenyl)-4,5,6,7-tetrahydropyrazolo[1,5-a]pyrimidin-7-yl)phenylcarbamate